1,1-di-(tert-amylperoxy)cyclohexane C(C)(C)(CC)OOC1(CCCCC1)OOC(C)(C)CC